CC(C)(C)[S@@](=O)N[C@](CC(=O)OC)(C)C1=CC2=C(SC3=C2C=C(C=C3)C(F)(F)F)C=C1 (S)-methyl 3-((R)-1,1-dimethylethylsulfinamido)-3-(8-(trifluoromethyl)dibenzo[b,d]thiophen-2-yl)butanoate